trans-4-(3-(Butylamino)-8-((4-methylpiperazin-1-yl)methyl)-6-oxopyrimido[4,5-c]isoquinolin-5(6H)-yl)cyclohexane-1-carboxylic acid TrisTrifluoroacetic Acid Salt FC(C(=O)O)(F)F.FC(C(=O)O)(F)F.FC(C(=O)O)(F)F.C(CCC)NC=1N=CC2=C(N(C(C=3C=C(C=CC23)CN2CCN(CC2)C)=O)[C@@H]2CC[C@H](CC2)C(=O)O)N1